ethylene-bis-(tetra-bromophthalimide) C(CC1=C2C(C(=O)N(C2=O)Br)=C(C(=C1Br)Br)Br)C1=C2C(C(=O)N(C2=O)Br)=C(C(=C1Br)Br)Br